BrC1=CN=C(S1)NC(=O)C1=C(C=CC=C1)Cl N-(5-bromo(1,3-thiazol-2-yl))(2-chlorophenyl)carboxamide